3-methoxy-1,1-dimethyl-propyl chlorid COCCC(C)(C)Cl